2-((6-(2-(4-(azetidin-3-ylamino)piperidin-1-yl)pyrimidin-5-yl)-2-ethylimidazo[1,2-a]pyridin-3-yl)(methyl)amino)-4-(4-fluorophenyl)thiazole-5-carbonitrile formate C(=O)O.N1CC(C1)NC1CCN(CC1)C1=NC=C(C=N1)C=1C=CC=2N(C1)C(=C(N2)CC)N(C=2SC(=C(N2)C2=CC=C(C=C2)F)C#N)C